C1(CCCC1)S(=O)(=O)C(=[N+]=[N-])S(=O)(=O)C1=C(C(=C(C=C1)C)C)C cyclopentylsulfonyl-(2,3,4-trimethylphenylsulfonyl)diazomethane